(S)-N-(7-((4-hydroxypiperidin-4-yl)ethynyl)-5-methyl-4-oxo-2,3,4,5-tetrahydrobenzo[b][1,4]oxazepin-3-yl)-4-phenoxypyridineamide OC1(CCNCC1)C#CC1=CC2=C(OC[C@@H](C(N2C)=O)NC(=O)C2=NC=CC(=C2)OC2=CC=CC=C2)C=C1